C(C)(C)N1N=CC(=C1)C1=NC(=NC=C1C)NC1=CC=C(CCNC(CCl)=O)C=C1 N-(4-((4-(1-isopropyl-1H-pyrazol-4-yl)-5-methylpyrimidin-2-yl)amino)phenethyl)-2-chloroacetamide